ClC=1C=2C(=N[C@H](C3=NC(=NN3C2C=NC1C(F)(F)F)C1OCC1C(=O)N)C)C1=C(C=CC=C1F)F [(7S)-11-chloro-9-(2,6-difluorophenyl)-7-methyl-12-(trifluoromethyl)-2,3,5,8,13-pentazatricyclo[8.4.0.02,6]tetradeca-1(10),3,5,8,11,13-hexaen-4-yl]oxetane-3-carboxamide